ClC1=CC=C(C=C1)[C@H]1[C@@H](C1)NS(=O)(=O)C1=CC=C(C=C1)OC(F)(F)F |r| rac-N-((1R,2S)-2-(4-chlorophenyl)cyclopropyl)-4-(trifluoromethoxy)benzene-sulfonamide